NC1=C(C=C(C(=N1)N1C=C(C(C2=CC(=C(C(=C12)Cl)F)N1CC(C1)O)=O)C(=O)O)F)F 1-(6-amino-3,5-difluoropyridin-2-yl)-8-chloro-7-fluoro-6-(3-hydroxyazetidin-1-yl)-4-oxo-1,4-dihydroquinoline-3-carboxylic acid